2-(4-(4-amino-5-(3-methoxy-4-((3-methyl-1H-pyrazol-1-yl)methyl)phenyl)pyrrolo[2,1-f][1,2,4]triazin-7-yl)-1H-pyrazol-1-yl)ethan-1-ol NC1=NC=NN2C1=C(C=C2C=2C=NN(C2)CCO)C2=CC(=C(C=C2)CN2N=C(C=C2)C)OC